O[C@@H](C)C=1C=C(C=C2C(C(=C(OC12)C=1C=NC=CC1)C)=O)C 8-[(1S)-1-Hydroxyethyl]-3,6-dimethyl-2-(3-pyridyl)chromen-4-one